[C@@H]12NC[C@@H](C[C@H]1NC(N[C@H]([C@@H](CN(S(=O)(=O)C=1C=NC(=CC1)OC)CC(C)C)O)CC1=CC=CC=C1)=O)C2 N-((2R,3S)-3-(3-((1S,4R,6R)-2-azabicyclo[2.2.1]heptane-6-yl)ureido)-2-hydroxy-4-phenylbutyl)-N-isobutyl-6-methoxypyridine-3-sulfonamide